Trans-2-[4-[4-(4-chlorophenyl)-5-(triazol-2-ylmethyl)-1,2,4-triazol-3-yl]cyclohexyl]oxy-pyridine ClC1=CC=C(C=C1)N1C(=NN=C1CN1N=CC=N1)[C@@H]1CC[C@H](CC1)OC1=NC=CC=C1